C1=C(C=CC=2OC3=C(C21)C=CC=C3)N3C(=NC2=C3C=CC=C2)C2=CC=C(C=C2)B(O)O (4-(1-(dibenzofuran-2-yl)-1H-benzimidazol-2-yl)phenyl)boronic acid